4-(tert-butyl)-2-(trifluoromethyl)oxazol-5(2H)-one C(C)(C)(C)C1=NC(OC1=O)C(F)(F)F